2-oxomethyl-2-oxoacetate O=CC(C(=O)[O-])=O